N1[C@@H](CCCC1)CCNC(O[C@H]1[C@H](NC[C@@H]1O)CC1=CC=C(C=C1)OC)=O (2R,3S,4S)-4-hydroxy-2-[(4-methoxyphenyl)methyl]pyrrolidin-3-yl N-{2-[(2S)-piperidin-2-yl]ethyl}carbamate